ethyl 2-(4-(5-chloro-2-(1H-tetrazol-1-yl) phenyl)-5-methoxy-2-oxopyridin-1(2H)-yl)-2-fluoroacetate ClC=1C=CC(=C(C1)C1=CC(N(C=C1OC)C(C(=O)OCC)F)=O)N1N=NN=C1